(R)-N-(1-(3-aminopyrrolidin-1-yl)-3-(1-methyl-1,2,3,6-tetrahydropyridin-4-yl)isoquinolin-6-yl)-N-methylacrylamide TFA salt OC(=O)C(F)(F)F.N[C@H]1CN(CC1)C1=NC(=CC2=CC(=CC=C12)N(C(C=C)=O)C)C=1CCN(CC1)C